bis[4-(3,5-di-tert-butyl-4-methoxyphenyl)-1H-indolyl]chlorophosphine C(C)(C)(C)C=1C=C(C=C(C1OC)C(C)(C)C)C1=C2C=CN(C2=CC=C1)P(Cl)N1C=CC2=C(C=CC=C12)C1=CC(=C(C(=C1)C(C)(C)C)OC)C(C)(C)C